C1(CC1)C1=CC(=NC=2N1N=C(C2)C2=C(C=C(C=C2)N2CCC(CC2)CC(=O)OC)F)C(=O)N2[C@@H](C1=CC=CC=C1CC2)C Methyl 2-[1-(4-{7-cyclopropyl-5-[(1R)-1-methyl-1,2,3,4-tetrahydroisoquinoline-2-carbonyl]pyrazolo[1,5-a]pyrimidin-2-yl}-3-fluorophenyl)piperidin-4-yl]acetate